2-(7-methoxybenzofuran-6-yl)-4,4,5,5-tetramethyl-1,3,2-dioxaborolane COC1=C(C=CC=2C=COC21)B2OC(C(O2)(C)C)(C)C